ClCC(=O)C1=CNC2=NC=C(C=C21)F 2-chloro-1-(5-fluoro-1H-pyrrolo[2,3-b]pyridin-3-yl)ethan-1-one